FC1=CC=2C=3N(C(=NC2C(=C1)OC)N)N=C(N3)C3C(C3)C3=CC=C(C=C3)F 9-fluoro-2-[2-(4-fluorophenyl)cyclopropyl]-7-methoxy[1,2,4]triazolo[1,5-c]quinazolin-5-amine